C(C)[N+](CC1=CC=CC=C1)(CC)CC ethyl-diethyl-benzyl-ammonium